C(C)(=O)N1CCC(CC1)NC(=O)NC1=NC=C(C(=C1)C1=C2N(N=C1)CC(C2)(C)C)Cl (1-Acetylpiperidin-4-yl)-3-(5-chloro-4-(5,5-dimethyl-5,6-dihydro-4H-pyrrolo[1,2-b]pyrazol-3-yl)pyridin-2-yl)urea